COC1=CC=C(CN2C=NC3=C2CCOC32CC(C3(OCCO3)CC2)(C)C)C=C1 1-(4-methoxybenzyl)-2',2'-dimethyl-6,7-dihydro-1H-dispiro[pyrano[3,4-d]imidazole-4,4'-cyclohexane-1',2''-[1,3]dioxolane]